1-(4-(piperidin-4-yl)phenyl)dihydropyrimidine-2,4(1H,3H)-dione N1CCC(CC1)C1=CC=C(C=C1)N1C(NC(CC1)=O)=O